C(C)OC(C(=C)CC(=O)[O-])=O ethylitaconate